4-fluoro-5-(trifluoromethoxy)-2-((trimethylsilyl)ethynyl)aniline FC1=CC(=C(N)C=C1OC(F)(F)F)C#C[Si](C)(C)C